C(C)(C)(C)OC(NC1=C2C(=NC=C1C#N)N(C=C2)CC(=O)N2[C@@H](C[C@H](C2)F)C(NCC2=C(C(=CC=C2)Cl)F)=O)=O (1-(2-((2S,4R)-2-((3-chloro-2-fluorophenylmethyl)carbamoyl)-4-fluoropyrrolidin-1-yl)-2-oxoethyl)-5-cyano-1H-pyrrolo[2,3-b]Pyridin-4-yl)carbamic acid tert-butyl ester